5-[6-(cyclopropylamino)-2-fluoropyridin-3-yl]-1-(oxetan-4-yl)pyrazole-4-carboxylic acid C1(CC1)NC1=CC=C(C(=N1)F)C1=C(C=NN1C1CCO1)C(=O)O